Ethyl 1-(5-iodo-6-(3,3,3-trifluoropropyl)pyrazin-2-yl)piperidine-4-carboxylate IC=1N=CC(=NC1CCC(F)(F)F)N1CCC(CC1)C(=O)OCC